1-Benzoyl-3-((methylsulfonyl)methyl)cyclobutane-1-carboxylic acid benzyl ester C(C1=CC=CC=C1)OC(=O)C1(CC(C1)CS(=O)(=O)C)C(C1=CC=CC=C1)=O